6-(2-allyl-6-((3-chloro-4-(4-methylpiperazin-1-yl)phenyl)amino)-3-oxo-2,3-dihydro-1H-pyrazolo[3,4-d]pyrimidin-1-yl)pyridin-2-sulfonamide C(C=C)N1N(C2=NC(=NC=C2C1=O)NC1=CC(=C(C=C1)N1CCN(CC1)C)Cl)C1=CC=CC(=N1)S(=O)(=O)N